racemic-(1R,5S)-3-(2,6-Dioxopiperidin-3-yl)-3,8-diazabicyclo[3.2.1]octane-8-carboxylic acid tert-butyl ester C(C)(C)(C)OC(=O)N1[C@H]2CN(C[C@@H]1CC2)C2C(NC(CC2)=O)=O |r|